ClC=1C=C(C=CC1)C1=NOC(=N1)C(C)NC(OC(C)(C)C)=O tert-butyl N-[1-[3-(3-chlorophenyl)-1,2,4-oxadiazol-5-yl]ethyl]carbamate